ClC=1C(=CSC1)NC(OC(C)(C)C)=O tert-butyl (4-chlorothiophen-3-yl)carbamate